N-((3S,4R)-3-fluoro-1-methylpiperidin-4-yl)-3-(1-fluorovinyl)-2-(3-((2-methoxy-4-(methylsulfonyl)phenyl)amino)prop-1-yn-1-yl)-2H-indazol-7-amine F[C@H]1CN(CC[C@H]1NC1=CC=CC2=C(N(N=C12)C#CCNC1=C(C=C(C=C1)S(=O)(=O)C)OC)C(=C)F)C